4-[[(2S,3s,4r,5r)-3-(3,4-difluoro-2-hydroxy-phenyl)-4,5-dimethyl-5-(trifluoromethyl)tetrahydrofuran-2-carbonyl]amino]-1-oxo-pyridin-1-ium-2-carboxamide FC=1C(=C(C=CC1F)[C@H]1[C@H](O[C@]([C@@H]1C)(C(F)(F)F)C)C(=O)NC1=CC([N+](C=C1)=O)C(=O)N)O